N-[1-(2-{6-[(3R)-3-Aminopiperidine-1-carbonyl]-4-fluoro-3-methylpyrazolo[1,5-a]pyridin-2-yl}-1-(cyclopropylmethyl)-1H-pyrrolo[2,3-b]pyridin-6-yl)piperidin-4-yl]-N-methylacetamide N[C@H]1CN(CCC1)C(=O)C=1C=C(C=2N(C1)N=C(C2C)C2=CC=1C(=NC(=CC1)N1CCC(CC1)N(C(C)=O)C)N2CC2CC2)F